BrC1=C(C=C(C=C1)N1N=CC2=CC(=C(C(=C12)F)OC)F)Cl 1-(4-Bromo-3-chlorophenyl)-5,7-difluoro-6-methoxy-1H-indazole